N'-hydroxy-4-[(1S)-1-(2,5,6-trimethylpyrimidin-4-yl)oxyethyl]benzamidine ON=C(C1=CC=C(C=C1)[C@H](C)OC1=NC(=NC(=C1C)C)C)N